Cl.Cl.C(C1=CC=CC=C1)N[C@H]1[C@](CCCC1)(NC)C1=C(C=CC=C1)Cl Trans-(1R,2R)-N2-benzyl-1-(2-chlorophenyl)-N1-methylcyclohexane-1,2-diamine dihydrochloride